phenyl (R)-3-(2-cyano-2-methylazetidine-1-carbonyl)-1-isobutyl-8-methoxy-5,6-dihydropyrrolo[2,1-a]isoquinoline-9-carboxylate C(#N)[C@@]1(N(CC1)C(=O)C1=CC(=C2N1CCC1=CC(=C(C=C21)C(=O)OC2=CC=CC=C2)OC)CC(C)C)C